3-(((7-(1H-Pyrazol-4-yl)-2,3-dihydrofuro[3,2-c]pyridin-4-yl)amino)methyl)-N-(cyclopropylmethyl)benzamid N1N=CC(=C1)C=1C2=C(C(=NC1)NCC=1C=C(C(=O)NCC3CC3)C=CC1)CCO2